COC=1C=C(CN(C=2SC=C(N2)CN2CCN(CC2)C)CC2=CC=C(C=C2)N2CCOCC2)C=CC1 N-(3-methoxybenzyl)-4-((4-methylpiperazin-1-yl)methyl)-N-(4-morpholinobenzyl)thiazol-2-amine